OC1=CC=C(C=C1)C#CC1=CC=C(C=C1)O 1,2-bis(4-hydroxyphenyl)acetylene